6-(4-(4-isopropylpiperazin-1-yl)phenyl)-8-methyl-2-(4-(methylsulfonyl)phenyl)-[1,2,4]triazolo[1,5-a]pyridine C(C)(C)N1CCN(CC1)C1=CC=C(C=C1)C=1C=C(C=2N(C1)N=C(N2)C2=CC=C(C=C2)S(=O)(=O)C)C